Cl.C[C@H]1[C@@H]2CC[C@H](C1)N2 |&1:2| (±)-(1S,4R)-2-Methyl-7-azabicyclo[2.2.1]heptane Hydrochloride